C(C)OC(=O)C=1OC(=NN1)NC=1NC=2N(C(C1C=1C=C3C=CC=NC3=CC1)=O)N=C(C2C2=CC=CC=C2)C2=CC=CC=C2 5-((7-oxo-2,3-diphenyl-6-(quinolin-6-yl)-4,7-dihydropyrazolo[1,5-a]pyrimidin-5-yl)amino)-1,3,4-oxadiazole-2-carboxylic acid ethyl ester